tert-butyl (S)-3-((5-methoxypyridin-3-yl)oxy)pyrrolidine-1-carboxylate COC=1C=C(C=NC1)O[C@@H]1CN(CC1)C(=O)OC(C)(C)C